P(=O)(OCC1=CC=CC=C1)(OCC1=CC=CC=C1)OC(C)C(C)(C)O dibenzyl (3-hydroxy-3-methylbutan-2-yl) phosphate